2-cyclopropyl-2-(3-hydroxyphenyl)ethanesulfonic acid methyl ester COS(=O)(=O)CC(C1=CC(=CC=C1)O)C1CC1